(S)-N-(5-Cyano-4-(3-methoxypyrrolidin-1-yl)pyridin-2-yl)-7-formyl-6-((4-methyl-2-carbonylpiperazin-1-yl)methyl)-3,4-dihydro-1,8-naphthyridin-1(2H)-carboxamide C(#N)C=1C(=CC(=NC1)NC(=O)N1CCCC2=CC(=C(N=C12)C=O)CN1C(CN(CC1)C)=C=O)N1C[C@H](CC1)OC